3-(7-(7-((3-((2,6-dimethylphenyl)amino)-1-methyl-1H-pyrazolo[3,4-d]pyrimidin-6-yl)amino)-3,4-dihydroisoquinolin-2(1H)-yl)-4-oxobenzo[d][1,2,3]triazin-3(4H)-yl)piperidin-2,6-Dion CC1=C(C(=CC=C1)C)NC1=NN(C2=NC(=NC=C21)NC2=CC=C1CCN(CC1=C2)C=2C=CC1=C(N=NN(C1=O)C1C(NC(CC1)=O)=O)C2)C